NC1=C(C=C(C=N1)C=1N=C(N(C1)C12CC(C1)(C2)F)C(C(F)(F)F)O)OC(F)(F)F 1-(4-(6-amino-5-(trifluoromethoxy)pyridin-3-yl)-1-(3-fluorobicyclo-[1.1.1]pentan-1-yl)-1H-imidazol-2-yl)-2,2,2-trifluoroethanol